(6R)-6-{[9-methoxy-2-(4-methoxyphenyl)[1,2,4]triazolo[1,5-c]quinazolin-5-yl]amino}-1,4-diazepan-5-one COC1=CC=2C=3N(C(=NC2C=C1)N[C@H]1C(NCCNC1)=O)N=C(N3)C3=CC=C(C=C3)OC